(3S,4S) or (3R,4R)-4-(4-(2-((5-chloro-1-cyclopropyl-1H-pyrazol-4-yl)amino)-6-methylquinazolin-7-yl)piperazin-1-yl)-4-methyltetrahydrofuran-3-ol ClC1=C(C=NN1C1CC1)NC1=NC2=CC(=C(C=C2C=N1)C)N1CCN(CC1)[C@@]1([C@@H](COC1)O)C |o1:27,28|